(R)-3-((1-(2-(4-(4-acetylpiperazin-1-yl)-3-fluorophenyl)-3,6-dimethyl-4-oxo-3,4-dihydroquinazolin-8-yl)ethyl)amino)-6-chloro-N-(methylsulfonyl)picolinamide C(C)(=O)N1CCN(CC1)C1=C(C=C(C=C1)C1=NC2=C(C=C(C=C2C(N1C)=O)C)[C@@H](C)NC=1C(=NC(=CC1)Cl)C(=O)NS(=O)(=O)C)F